(3S)-1-(2-(2,6-dioxopiperidin-3-yl)-1,3-dioxoisoindolin-5-yl)pyrrolidin O=C1NC(CC[C@@H]1N1C(C2=CC=C(C=C2C1=O)N1CCCC1)=O)=O